tert-butyl 7-{1-[3-(trifluoromethyl)phenyl]piperidine-4-carbonyl}-2,7-diazaspiro[4.4]nonane-2-carboxylate FC(C=1C=C(C=CC1)N1CCC(CC1)C(=O)N1CC2(CCN(C2)C(=O)OC(C)(C)C)CC1)(F)F